(S)-5-(3-((1-((3-aminobenzyl)sulfonyl)-2,2-dimethylpiperidin-4-yl)amino)phenyl)-3-(carboxymethoxy)-4-chlorothiophene-2-carboxylic acid NC=1C=C(CS(=O)(=O)N2C(C[C@H](CC2)NC=2C=C(C=CC2)C2=C(C(=C(S2)C(=O)O)OCC(=O)O)Cl)(C)C)C=CC1